4-iodo-1-methyl-1H-pyrazole-5-carboxylic acid IC=1C=NN(C1C(=O)O)C